spiro[2.4]heptan-6-one C1CC12CCC(C2)=O